FC(S(=O)(=O)[O-])(F)F.FC(S(=O)(=O)[O-])(F)F.FC(S(=O)(=O)[O-])(F)F.[Al+3] aluminum tris(trifluoromethanesulfonate)